6-fluoro-7-[4-hydroxy-4-(hydroxymethyl)piperidin-1-yl]-4-oxo-N-[3,3,4,4,4-pentafluorobut-2-yl]-1-(2,4,6-trifluorophenyl)-1,4-dihydro-1,8-naphthyridine-3-carboxamide FC=1C=C2C(C(=CN(C2=NC1N1CCC(CC1)(CO)O)C1=C(C=C(C=C1F)F)F)C(=O)NC(C)C(C(F)(F)F)(F)F)=O